S1C(=C(C=C1)CO)CO 3-thiophenedimethanol